FC(CO)C(F)F 2,3,3-trifluoropropanol